Cl.BrC=1C=C(C=CC1)NC(NC=1C=C(CNC2=C(C(=O)N)C=CC=C2)C=CC1)=O 2-(3-(3-(3-bromophenyl)ureido)benzylamino)benzamide hydrochloride